N'-hydroxy-3-[2-(6-methoxy-1,3-benzothiazol-2-yl)-2-[(2-oxo-1,3-dihydrobenzimidazol-5-yl)sulfonylamino]ethyl]benzamidine ON=C(C1=CC(=CC=C1)CC(NS(=O)(=O)C1=CC2=C(NC(N2)=O)C=C1)C=1SC2=C(N1)C=CC(=C2)OC)N